N1N=CC=2C1=NC(=NC2)N2N=C(C(=C2)C2=CN=C(N2)C(=O)N)C(F)(F)F 5-[1-(1h-pyrazolo[3,4-d]-pyrimidin-6-yl)-3-(trifluoromethyl)pyrazol-4-yl]imidazole-2-carboxamide